CC1=C(C(=O)NC2=C(C=C(C=C2)N2CCNCC2)C)C=CC(=C1)N1CCNCC1 2-methyl-N-(2-methyl-4-(piperazin-1-yl)phenyl)-4-(piperazin-1-yl)benzamide